p-hydroxyphenylethyl-copper OC1=CC=C(C=C1)CC[Cu]